(S)-4-((1-(3-(difluoro(pyridin-4-yl)methyl)-2-fluorophenyl)ethyl)amino)-6-(1-(difluoromethyl)cyclopropyl)-2-methyl-2,6-dihydropyrido[3,4-d]pyridazine-1,7-dione FC(C=1C(=C(C=CC1)[C@H](C)NC1=NN(C(C=2C1=CN(C(C2)=O)C2(CC2)C(F)F)=O)C)F)(C2=CC=NC=C2)F